2-fluoro-5-methoxy-4-((pyrrolidin-1-ylsulfonyl)carbamoyl)benzoic acid FC1=C(C(=O)O)C=C(C(=C1)C(NS(=O)(=O)N1CCCC1)=O)OC